P(O)(=O)(OP(=O)(O)OP(=O)(O)O)OC[C@@H]1[C@H](C[C@@H](O1)N1C(=O)N=C(N)C(=C1)C#CC)O 5-propynyl-2'-deoxy cytidine-5'-triphosphate